C(#N)C1=C(C(=NC(=C1)CC1=C(C=CC=C1)OC(F)(F)F)C(CCC(=O)O)=O)O 4-[4-Cyano-3-hydroxy-6-(2-trifluoromethoxy-benzyl)-pyridin-2-yl]-4-oxo-butyric acid